CN1C=NC2=C1C=CC(=C2)B2OC(C)(C)C(C)(C)O2 1-methyl-1H-benzimidazole-5-boronic acid pinacol ester